(S)-3-amino-5-methyl-7-(8-oxa-2-azaspiro[4.5]decan-2-yl)-2,3-dihydropyrido[3,2-b][1,4]oxazepin-4(5H)-one hydrochloride Cl.N[C@@H]1C(N(C2=C(OC1)C=CC(=N2)N2CC1(CC2)CCOCC1)C)=O